2-(4-cyclopropyl-6-methoxypyrimidin-5-yl)-4-(4-(1-methyl-(trifluoromethyl)-1H-imidazol-2-yl)benzyl)-4,5,6,7-tetrahydropyrazolo[1,5-a]pyrimidine C1(CC1)C1=NC=NC(=C1C1=NN2C(N(CCC2)CC2=CC=C(C=C2)C=2N(C=C(N2)C(F)(F)F)C)=C1)OC